(Z)-1-(2-Hydroxyphenyl)-3-(4-nitrophenyl)prop-2-en OC1=C(C=CC=C1)C\C=C/C1=CC=C(C=C1)[N+](=O)[O-]